tert-butyl (1-((1-(2-(2,6-dioxopiperidin-3-yl)-1,3-dioxoisoindolin-4-yl)piperidin-4-yl)methyl)piperidin-4-yl)carbamate O=C1NC(CCC1N1C(C2=CC=CC(=C2C1=O)N1CCC(CC1)CN1CCC(CC1)NC(OC(C)(C)C)=O)=O)=O